[Cl-].[Cl-].C[Si](=[Zr+2](C1C(=CC2=C(C(=C(C=C12)C(C)(C)C)OC)C1=CC=CC=C1)C)C1C(=CC2=C(C(=C(C=C12)C(C)(C)C)OC)C1=CC=CC=C1)C)C Rac-dimethylsilanediylbis(2-methyl-4-phenyl-5-methoxy-6-tert-butylinden-1-yl)zirconium dichloride